C(C)(C)N1C(C=CC2=C1N=C(N=C2)SC)=O 8-Isopropyl-2-(methylthio)pyrido[2,3-d]pyrimidin-7(8H)-one